O[C@H](C)[C@@H]([C@@H]([C@H](C)O)O)O (2R,3S,4R,5S)-2,3,4,5-Tetrahydroxyhexan